C1(=CC=CC=C1)CCC(=O)OCCO 2-hydroxyethyl 3-phenylpropanoate